C1(=CC=CC=C1)COC(=O)N1CCC2(CC3(CC(C3)CCN)C2)CC1 2-(2-aminoethyl)-9-azadispiro[3.1.56.14]Dodecan-9-carboxylic acid phenylmethyl ester